O=C1C(=NC2=CC=CC=C2N1)C=O 3,4-DIHYDRO-3-OXO-2-QUINOXALINECARBOXALDEHYDE